FC1=CC=C(C=C1)NC([C@@H](C)C=1C=C2CCCN(C2=CC1)C(=O)[C@H]1OCCCC1)=O (2S)-N-(4-fluorophenyl)-2-{1-[(2S)-oxane-2-carbonyl]-1,2,3,4-tetrahydroquinolin-6-yl}propanamide